CC1=CC(=NN1C=1C=C2C=CN(C2=CC1)CC1=CC=C(C=C1)C=1C(CN(CC1)C)(C)C)C(=O)N 5-Methyl-1-(1-(4-(1,3,3-trimethyl-1,2,3,6-tetrahydropyridin-4-yl)benzyl)-1H-indol-5-yl)-1H-pyrazol-3-carboxamid